CC1=C(C=CC(=C1)NC([C@@H]1N(CCC1)C(NC1=CC=C(C=C1)C(C)C)=O)=O)C1=CC=C(C=C1)C(=O)O 2'-methyl-4'-[(1-{[4-(propan-2-yl)phenyl]carbamoyl}-D-prolyl)amino][1,1'-biphenyl]-4-carboxylic acid